C1OCCN2C1=CC=C2C=2C1=C(N=C(N2)N2CCN(CC2)C)C(=C(N=C1)C1=CC(=CC2=CC=C(C(=C12)C#C)F)O)F 4-[4-(3,4-dihydro-1H-pyrrolo[2,1-c][1,4]oxazin-6-yl)-8-fluoro-2-(4-methylpiperazin-1-yl)pyrido[4,3-d]pyrimidin-7-yl]-5-ethynyl-6-fluoronaphthalen-2-ol